FC1(CC12CCN(CC2)CCCCCCCSC2=C1CN(C(C1=CC=C2)=O)C2C(NC(CC2)=O)=O)F 3-(4-((7-(1,1-difluoro-6-azaspiro[2.5]octan-6-yl)heptyl)thio)-1-oxoisoindolin-2-yl)piperidine-2,6-dione